C1(=CC=CC=C1)C1CN(CC12CCC2)C(=O)C2=NOC(N2)=O 3-[8-phenyl-6-azaspiro[3.4]octane-6-carbonyl]-4H-1,2,4-oxadiazol-5-one